C(CCCCCCCCCCC=CCCCCCC)(=O)O 12-nonadecaenoic acid